C(C)C1=C(C=C(C(=C1)O)F)C1=CC=C2C(=NNC2=C1)C=1NC=C(N1)CNC(=O)C1=NC=C(N=C1)N1CCCCC1 N-((2-(6-(2-ethyl-5-fluoro-4-hydroxyphenyl)-1H-indazol-3-yl)-1H-imidazol-4-yl)methyl)-5-(piperidin-1-yl)pyrazine-2-carboxamide